methyl (R)-(5-(5-methyl-1,2,4-oxadiazol-3-yl)-2,3-dihydro-1H-inden-1-yl)carbamate CC1=NC(=NO1)C=1C=C2CC[C@H](C2=CC1)NC(OC)=O